NC1=C(C(=NO1)C)[N+](=O)[O-] 5-amino-3-methyl-4-nitro-isoxazole